NC=1C=2N(C=CN1)C(=NC2C2=CC=C(C=C2)[C@](C)(C2=CC(=CC=C2)OC(F)(F)F)O)[C@H]2CN1C(CC[C@@H]1CC2)=O (6R,8aS)-6-[8-amino-1-(4-{(1R)-1-hydroxy-1-[3-(trifluoromethoxy)phenyl]ethyl}phenyl)imidazo[1,5-a]pyrazin-3-yl]hexahydroindolizin-3(2H)-one